6-bromo-4-chloro-8-methoxyquinazoline BrC=1C=C2C(=NC=NC2=C(C1)OC)Cl